4-bromo-N-(cyclopropylmethyl)-N-methylaniline BrC1=CC=C(N(C)CC2CC2)C=C1